C(C)(C)(C)OC(=O)N1CC(C(=C(C1=O)C(NC1=C(C(=CC=C1)F)OC)=S)O)CCC(OC)OC 3-(3,3-dimethoxypropyl)-5-[(3-fluoro-2-methoxy-phenyl)thiocarbamoyl]-4-hydroxy-6-oxo-2,3-dihydropyridine-1-carboxylic acid tert-butyl ester